F[C@@H]1C[C@@]2(CCCN2C1)CO ((2R,7aS)-2-fluoro-hexahydropyrrolizin-7a-yl)methanol